C(C1=CC=CC=C1)C1=NCCC2=CC(=CC=C12)OCC(=O)OC(C)(C)C benzyl-6-(2-(tert-butoxy)-2-oxoethoxy)-3,4-dihydroisoquinoline